OC1=C(C=C(CC2C(NC(NC2=O)=S)=O)C=C1C)C 5-(4-hydroxy-3,5-dimethylbenzyl)-2-thioxodihydropyrimidine-4,6(1H,5H)-dione